2-(1,4-dioxo-8-azaspiro[4.5]decan-8-yl)thiophene-3-carbaldehyde O=C1CCC(C12CCN(CC2)C=2SC=CC2C=O)=O